FC=1C(=CC=2C3=C(C=NC2C1)N(C(C31CC(C1)C(C)(C)O)=O)C)C=1C=C(C(=NC1)OCCNC(C)C)NS(=O)(=O)C N-(5-(7'-Fluoro-3-(2-hydroxypropan-2-yl)-3'-methyl-2'-oxo-2',3'-dihydrospiro[cyclobutane-1,1'-pyrrolo[2,3-c]quinolin]-8'-yl)-2-(2-(isopropylamino)ethoxy)pyridin-3-yl)methanesulfonamide